N[C@H](C(=O)O)C1=NC(=CC=C1)C=O (2S)-2-AMINO-2-(6-FORMYL(2-PYRIDYL))ACETIC ACID